n-octyl-pyridine nitrate [N+](=O)(O)[O-].C(CCCCCCC)C1=NC=CC=C1